2-hydroxy-1,2-di(thiophen-2-yl)ethan-1-one OC(C(=O)C=1SC=CC1)C=1SC=CC1